diisopropylsilyl bis(trifluoromethanesulfonate) CC(C)[Si](C(C)C)(OS(=O)(=O)C(F)(F)F)OS(=O)(=O)C(F)(F)F